O(C1=CC=CC=C1)P(=O)(OC1=CC=CC=C1)OC=1N(CCOC1)C(=O)OCCCC butyl 5-((diphenoxyphosphoryl)oxy)-2,3-dihydro-4H-1,4-oxazine-4-carboxylate